C(=C)(N=C=O)N=C=O trans-vinylidene diisocyanate